7-(6-chloro-3-trifluoromethyl-pyridin-2-ylmethyl)-5-[1-(2-fluoro-6-methyl-phenyl)-piperidin-4-yl]-2-methyl-2,4,5,7-tetrahydro-pyrazolo[3,4-d]pyrimidin-6-one ClC1=CC=C(C(=N1)CN1C(N(CC=2C1=NN(C2)C)C2CCN(CC2)C2=C(C=CC=C2C)F)=O)C(F)(F)F